FC=1C=C(C=CC1F)C1=CC=C(C=C1)[C@@H]1CC[C@H](CC1)CCC 3,4-difluoro-4'-(trans-4-propylcyclohexyl)biphenyl